dibenzo[c,g]carbazole C1=CC=CC=2C=CC=3NC=4C=CC5=C(C4C3C21)C=CC=C5